C(CC)C(CN1C(=O)C2C3C=CC(C2C1=O)C3)CCCC N-(2-propylhexyl)-bicyclo[2.2.1]Hept-5-ene-2,3-dicarboximide